CN1C2=CC=CC=C2N(C=2C=CC=CC12)C1=C(C(=C(C(=C1C1=CC=CC=C1)C1=CC(=CC=C1)C=1SC2=C(N1)C=CC=C2)C2=CC=CC=C2)C2=CC=CC=C2)C2=CC(=CC=C2)C=2SC1=C(N2)C=CC=C1 2,2'-(2'-(10-methylphenazin-5(10H)-yl)-3',5',6'-triphenyl-[1,1':4',1''-terphenyl]-3,3''-diyl)bis(benzo[d]thiazole)